C=1(C(=CC=CC1)CNC=O)CNC=O xylylenediformamide